OC=1C=C(C=CC1N=O)/C=C/C(=O)C1=CC=C(C=C1)NS(=O)(=O)C1=CC=CC=C1 N-[4-[(E)-3-(3-Hydroxy-4-nitrosophenyl)prop-2-enoyl]phenyl]benzenesulfonamide